O=C(NCCOCCOCC(=O)OC)COCCOCCNC(CC[C@H](NC(CCCCCCCCCCCCCCC(=O)OC(C)(C)C)=O)C(=O)OC(C)(C)C)=O (S)-21,37-di-tert-butyl 1-methyl 9,18,23-trioxo-2,5,11,14-tetraoxa-8,17,22-triazaheptatriacontane-1,21,37-tricarboxylate